N-(3-{3-cyclopropyl-5-[(2-fluoro-4-iodophenyl)amino]-6,8-dimethyl-2,4,7-trioxo-3,4,6,7-tetrahydropyrido[4,3-d]pyrimidin-1(2H)-yl}phenyl)acetamide C1(CC1)N1C(N(C=2C(C1=O)=C(N(C(C2C)=O)C)NC2=C(C=C(C=C2)I)F)C=2C=C(C=CC2)NC(C)=O)=O